C(C1=CC=CC=C1)NC(=O)C1=NN(C=2C(N(CCC21)C2=CC(=CC=C2)CO)=O)C2=CC(=CC=C2)Cl N-benzyl-1-(3-chlorophenyl)-6-[3-(hydroxymethyl)phenyl]-7-oxo-4,5-dihydropyrazolo[3,4-c]pyridine-3-carboxamide